BrC1=C(C=CC=C1)Cl 1-Bromo-2-chloro-benzene